(S)-1-(4-(methylsulfonyl)phenyl)ethan-1-amine CS(=O)(=O)C1=CC=C(C=C1)[C@H](C)N